N[C@H](C)C1=CC(=CC=2C[C@@](OC21)(C)CC#N)F 2-((S)-7-((R)-1-aminoethyl)-5-fluoro-2-methyl-2,3-dihydrobenzofuran-2-yl)acetonitrile